C(CCCCCCC)(=O)OCCCCOC(CCCCCCC)=O butylene Glycol Dicaprylate